C1(CC1)C(=O)NC=1C(=C(C(=O)O)C=CC1)N1CCCC1 (cyclopropanecarbonylamino)-2-pyrrolidin-1-ylbenzoic acid